BrC1=CC=C(O1)CNC(C(C1=CC=CC=C1)C1=C(C=CC(=C1)C)S(=O)(=O)N)C1=CC=CC=C1 2-((5-bromofuran-2-yl)methyl)amino-1,2-diphenylethyl-4-methylbenzenesulfonamide